3-((2S)-2-hydroxy-3-(8-(7-methoxybenzo[c][1,2,5]oxadiazol-4-ylsulfonyl)-1-oxa-8-azaspiro[4.5]decan-3-ylamino)propoxy)-N-methylbenzenesulfonamide O[C@H](COC=1C=C(C=CC1)S(=O)(=O)NC)CNC1COC2(C1)CCN(CC2)S(=O)(=O)C2=CC=C(C1=NON=C12)OC